C1CCC12N(CCC2)CC(=O)NC=2C=C(C(=NC2)C)NC(=O)C=2C=C1C(=NC2)NC(=C1)C=1C=NN(C1)CCOC N-(5-(2-(5-azaspiro[3.4]octan-5-yl)acetamido)-2-methylpyridin-3-yl)-2-(1-(2-methoxyethyl)-1H-pyrazol-4-yl)-1H-pyrrolo[2,3-b]pyridine-5-carboxamide